ClC1=C(C=CC=C1)C=1CCCC2=C(C1C1=CC=C(C=C1)N1CCC(CC1)C(OC)OC)C=CC(=C2)C(=O)OC methyl 8-(2-chlorophenyl)-9-(4-(4-(dimethoxymethyl)piperidin-1-yl)phenyl)-6,7-dihydro-5H-benzo[7]annulene-3-carboxylate